tert-butyl 5-(((tert-butyldiphenylsilyl)oxy)methyl)-2-(hydroxymethyl)-5,7-dihydro-6H-pyrrolo[3,4-b]pyridine-6-carboxylate [Si](C1=CC=CC=C1)(C1=CC=CC=C1)(C(C)(C)C)OCC1N(CC2=NC(=CC=C21)CO)C(=O)OC(C)(C)C